C(=O)O.NCCC[C@@H](C(C)C)N1CC2(C1)CN(CC2)C=2N=CN=NC2OC2=C(C(=O)N(C(C)C)CC)C=C(C=C2)F (S)-2-((5-(2-(6-amino-2-methylhexan-3-yl)-2,6-diazaspiro[3.4]oct-6-yl)-1,2,4-triazin-6-yl)oxy)-N-ethyl-5-fluoro-N-isopropylbenzamide formate